CCCCCN=C=S (methyl)butyl isothiocyanate